N-(triethoxysilylpropyl)-carbamate C(C)O[Si](OCC)(OCC)CCCNC([O-])=O